FC=1C=C2C(CC3(NC2=CC1)CCN(CC3)C(CNC3=CC(=NN3)C)=O)=O 6'-fluoro-1-((3-methyl-1H-pyrazol-5-yl)glycyl)-1'H-spiro[piperidine-4,2'-quinoline]-4'(3'H)-one